7-(4-bromo-3-chloro-benzoyl)-N-[(4-methoxy-2-pyrazol-1-yl-phenyl)methyl]-3-oxo-2-[4-(2,2,2-trifluoroethoxy)phenyl]-6,8-dihydro-5H-imidazo[1,5-a]pyrazine-1-carboxamide BrC1=C(C=C(C(=O)N2CC=3N(CC2)C(N(C3C(=O)NCC3=C(C=C(C=C3)OC)N3N=CC=C3)C3=CC=C(C=C3)OCC(F)(F)F)=O)C=C1)Cl